N-[3-(triethoxysilyl)propyl]phthalamide C(C)O[Si](CCCNC(C=1C(C(=O)N)=CC=CC1)=O)(OCC)OCC